Cl.NCCNC1=CC=C(C=N1)CNC(=O)C=1C=NC(=CC1)C1=CC(=C(C=C1)N(C(CC)=O)C)C N-[[6-(2-aminoethylamino)-3-pyridyl]methyl]-6-[3-methyl-4-[methyl(propanoyl)amino]phenyl]pyridine-3-carboxamide hydrochloride